C(CCCCCCCCC)[At] decylastatine